NC=1C(=NON1)C1=NC2=C(N1CCC(=O)NC=1C=C3C=CC=NC3=CC1)C=CC=C2 3-(2-(4-amino-1,2,5-oxadiazol-3-yl)-1H-benzo[d]imidazol-1-yl)-N-(quinolin-6-yl)propionamide